C(C)(=O)N1C(/C(/NC(C1)=O)=C/C=1N=CN(C1C)C)=O (Z)-1-acetyl-3-((1-methyl-5-methyl-1H-imidazol-4-yl)methylene)piperazine-2,5-dione